OC=1C=C(C=CC1)C1=C2C(C(=O)NC2=O)=CC=C1 3-(3-hydroxyphenyl)phthalimide